ethyl 2-[1-(2,6-difluoro-4-methoxyphenyl)-2-[4-(difluoromethoxy) benzamido]-1H-imidazol-4-yl]acetate FC1=C(C(=CC(=C1)OC)F)N1C(=NC(=C1)CC(=O)OCC)NC(C1=CC=C(C=C1)OC(F)F)=O